O=C1NC(CCC1N1C(C2=CC=C(C=C2C1=O)OCCCCCN1CCNCC1)=O)=O 2-(2,6-dioxopiperidin-3-yl)-5-[[5-(piperazin-1-yl)pentyl]oxy]isoindol-1,3-dione